1-(4-bromo-2,5-dihydroxyphenyl)ethanone BrC1=CC(=C(C=C1O)C(C)=O)O